ClC=1C=C2C(=CC1)NC(C21CCN(CC1)C(COC=1C=C2C=NN(C2=CC1)C)C)=O 5-chloro-1'-{1-[(1-methyl-1H-indazol-5-yl)oxy]propan-2-yl}-1,2-dihydrospiro[indole-3,4'-piperidin]-2-one